N-[(E)-(1-Hydroxy-3H-2,1-benzoxaborol-5-yl)methylenamino]-5-methoxy-N-methyl-pyridazin-3-amin OB1OCC2=C1C=CC(=C2)\C=N\N(C=2N=NC=C(C2)OC)C